2-((((R)-tetrahydrofurane-2-yl)methoxy)pyrido[4,3-d]pyrimidin-4-yl)piperidin-3-ol O1[C@H](CCC1)COC=1N=C(C2=C(N1)C=CN=C2)C2NCCCC2O